O1C=CC2=NC=C(C=C21)C=O FURO[3,2-B]PYRIDINE-6-CARBALDEHYDE